3-cyclopropyl-4-(2-fluoro-5-methyl-4-methanesulfonyl-phenyl)-N-methyl-1H-pyrazolo[3,4-c]pyridine-5-carboxamide C1(CC1)C1=NNC2=CN=C(C(=C21)C2=C(C=C(C(=C2)C)S(=O)(=O)C)F)C(=O)NC